3-chloro-5-((1-((5-(difluoromethoxy)-6-oxo-1,6-dihydropyridazin-3-yl)methyl)-6-oxo-4-(trifluoromethyl)-1,6-dihydropyrimidin-5-yl)oxy)benzonitrile ClC=1C=C(C#N)C=C(C1)OC1=C(N=CN(C1=O)CC1=NNC(C(=C1)OC(F)F)=O)C(F)(F)F